bis(iso-propylamino)methylvinylsilane C(C)(C)NC(NC(C)C)C=C[SiH3]